N-{[2-fluoro-4-(trifluoromethoxy)phenyl]methyl}-6-methyl-4-[(1-methylcyclopropyl)amino]furo[2,3-d]pyrimidine-5-carboxamide FC1=C(C=CC(=C1)OC(F)(F)F)CNC(=O)C1=C(OC=2N=CN=C(C21)NC2(CC2)C)C